BrC=1C(=NC=CC1C)OC 3-Bromo-2-methoxy-4-methyl-pyridine